3-methyl-1-allyl-imidazole chloride salt [Cl-].CN1CN(C=C1)CC=C